BrC1=NN2C(N(C(=C(C2=O)C2CCN(CC2)C(=O)OC(C)(C)C)CC)CC(NC2=CC=C(C=C2)S(F)(F)(F)(F)F)=O)=N1 tert-butyl 4-(2-bromo-5-ethyl-7-oxo-4-(2-oxo-2-((4-(pentafluoro-λ6-sulfaneyl)phenyl)amino)ethyl)-4,7-dihydro-[1,2,4]triazolo[1,5-a]pyrimidin-6-yl)piperidine-1-carboxylate